N,N,N',N'-tetraglycidyl-1,3-bis(4-aminophenoxy)benzene C(C1CO1)N(C1=CC=C(OC2=CC(=CC=C2)OC2=CC=C(C=C2)N(CC2CO2)CC2CO2)C=C1)CC1CO1